OCCCN(CC(CCCCCC(=O)OC(CC)CCCCCCCC)O)CC(CCCCCC(=O)OC(CC)CCCCCCCC)O Di(undecan-3-yl) 8,8'-((3-hydroxypropyl)azanediyl)bis(7-hydroxyoctanoate)